3-(1,4-dimethyl-1H-benzo[d][1,2,3]triazol-5-yl)-3-(3-(((R)-2-ethyl-2,3-dihydro-[1,4]oxazepino[7,6-g]quinolin-4(5H)-yl)methyl)phenyl)-2,2-dimethylpropanoic acid methyl ester COC(C(C(C1=CC(=CC=C1)CN1C[C@H](OC2=CC=3C=CC=NC3C=C2C1)CC)C1=C(C2=C(N(N=N2)C)C=C1)C)(C)C)=O